6-bromo-4-methoxy-1H-indazole BrC1=CC(=C2C=NNC2=C1)OC